O=C1N(C(C2C3C=CC(C12)O3)=O)C=3C(=C(C=O)C(=CC3)C)[N+](=O)[O-] 3-(1,3-dioxo-1,3,3a,4,7,7a-hexahydro-2H-4,7-epoxyisoindol-2-yl)-6-methyl-2-nitrobenzaldehyde